C(N)(=O)C1=CC=C2C(=CN(C2=C1)C(C(=O)O)C)C 2-(6-carbamoyl-3-methyl-indol-1-yl)propanoic acid